4-((17-amino-3,6,9,12,15-pentaoxaheptadecyl)amino)-N-(4-ethyl-5-methylthiazol-2-yl)-2-methylbenzamide NCCOCCOCCOCCOCCOCCNC1=CC(=C(C(=O)NC=2SC(=C(N2)CC)C)C=C1)C